N12C[C@@H](C(CC1)CC2)O (R)-quinuclidin-3-ol